C(C)OC(=O)C=1C=NN2C1C(=CC=C2)Br 4-Bromopyrazolo[1,5-a]pyridine-3-carboxylic acid ethyl ester